C1(CC1)S(=O)(=O)N1CCC(CC1)NC1=NC2=C(C=C(C=C2C=N1)C(F)F)N1CC2(C1)CNCC2 N-(1-(cyclopropylsulfonyl)piperidin-4-yl)-6-(difluoromethyl)-8-(2,6-diazaspiro[3.4]octan-2-yl)quinazolin-2-amine